N-(3-{6-azaspiro[2.5]octan-6-yl}-4-{4-[2-(4,4-difluoropiperidin-1-yl)-6-methylpyrimidin-4-yl]-1H-1,2,3-triazol-1-yl}phenyl)-1-hydroxy-2-methylpropane-2-sulfonamide C1CC12CCN(CC2)C=2C=C(C=CC2N2N=NC(=C2)C2=NC(=NC(=C2)C)N2CCC(CC2)(F)F)NS(=O)(=O)C(CO)(C)C